FC(C(=C(C(C(F)(F)F)(F)F)F)C(F)(F)F)(F)F perfluoro-2-methylpent-2-ene